[1,4]thiazine-6-carboxylate S1CC=NC=C1C(=O)[O-]